C1(CC1)N(CC[C@@H](C(=O)O)NC1=NC=NC=C1)CCCCC1=NC=2NCCCC2C=C1 (S)-4-(cyclopropyl(4-(5,6,7,8-tetrahydro-1,8-naphthyridin-2-yl)butyl)amino)-2-(pyrimidin-4-ylamino)butanoic acid